(4-Hydroxyphenyl)Methyl-((2-Methylphenyl)Methyl)Sulfonium OC1=CC=C(C=C1)C[SH+]CC1=C(C=CC=C1)C